C1(=CC=CC=C1)C(CC)(C=C=C)O 3-phenylhexa-4,5-dien-3-ol